CC1(CN(CC=C1OS(=O)(=O)C(F)(F)F)C(=O)OC(C)(C)C)C tert-Butyl 3,3-dimethyl-4-(((trifluoromethyl)sulfonyl)oxy)-3,6-dihydropyridine-1(2H)-carboxylate